C(#C)[C@@]1([C@]2(C)[C@@H](CC1)[C@@H]1CCC=3C=C(C(=CC3[C@H]1CC2)N2CCN(CC2)C(=O)[C@H]2N(CCC2)C(=O)C2=NC1=CC=CC=C1C=C2)C(C)O)O {4-[(17β)-17-ethynyl-17-hydroxy-3-(1-hydroxyethyl)estra-1,3,5(10)-trien-2-yl]piperazin-1-yl}[(2S)-1-(quinolin-2-ylcarbonyl)pyrrolidin-2-yl]methanone